5-{6-[2-(6-Chloro-4-methoxy-2-methyl-indol-1-yl)-ethylamino]-pyrimidin-4-yl}-3-ethoxy-thiophen ClC1=CC(=C2C=C(N(C2=C1)CCNC1=CC(=NC=N1)C1=CC(=CS1)OCC)C)OC